C(O[C@@H]1[C@H](C[C@@H](C1)C1=NN(C(=C1)NC(CC1=CC(=NO1)C)=O)C(C)(C)C)F)(OC1=CC=C(C=C1)[N+](=O)[O-])=O |r| rac-(1S,2S,4R)-4-(1-(tert-butyl)-5-(2-(3-methylisoxazol-5-yl)acetamido)-1H-pyrazol-3-yl)-2-fluorocyclopentyl (4-nitrophenyl) carbonate